C(=O)(OC(C)(C)C)NCCBr 2-(Boc-amino)ethylbromide